1-(2,2,2-trifluoroethyl)urea FC(CNC(=O)N)(F)F